C(C(=C)C)(=O)OCC(COCC(COC(C(=C)C)=O)O)O Bis(3-methacryloxy-2-hydroxypropyl) ether